[Bi+3].[C-]#N.[C-]#N.[C-]#N cyanide bismuth